FC=1C=C(C=CC1C1=NOC(=N1)C(F)(F)F)N1C(CC[C@H]1C1=NC(=NO1)C)=O (5S)-1-{3-fluoro-4-[5-(trifluoromethyl)-1,2,4-oxadiazol-3-yl]phenyl}-5-(3-methyl-1,2,4-oxadiazol-5-yl)pyrrolidin-2-one